sodium cis-butadiene styrenesulfonate C(=CC1=CC=CC=C1)S(=O)(=O)[O-].C=CC=C.[Na+]